C(C(=C)C)(=O)OCCOC(=O)NC1=CC=CC=C1 2-[[(phenylamino) carbonyl]oxy]ethyl methacrylate